4,4'-dichloro-2,6'-diaminobiphenyl ClC1=CC(=C(C=C1)C1=CC=C(C=C1N)Cl)N